1,2-butanediol C(C(CC)O)O